tert-butyl 3-(3-(1-(4-chloro-3-fluorophenyl)cyclopropyl)-1,2,4-oxadiazol-5-yl)-2-(diethoxyphosphoryl)propanoate ClC1=C(C=C(C=C1)C1(CC1)C1=NOC(=N1)CC(C(=O)OC(C)(C)C)P(=O)(OCC)OCC)F